6-(2-fluorophenoxy)-2-[(5-hydroxypyrazol-3-yl)amino]-8-methylpyrido[2,3-d]pyrimidin-7(8H)-one FC1=C(OC2=CC3=C(N=C(N=C3)NC3=NNC(=C3)O)N(C2=O)C)C=CC=C1